9H-fluoren-9-ylmethyl N-[(1S)-2-[[(1S)-2-(iodomethylamino)-1-methyl-2-oxo-ethyl]amino]-1-methyl-2-oxo-ethyl]carbamate ICNC([C@H](C)NC([C@H](C)NC(OCC1C2=CC=CC=C2C=2C=CC=CC12)=O)=O)=O